4-methacryloxyoxy-4'-methoxybenzophenone C(C(=C)C)(=O)OOC1=CC=C(C(=O)C2=CC=C(C=C2)OC)C=C1